C1CC12NCCN(C2)C2=CC=CC(=N2)CNC=2C1=C(N=CN2)NC=C1C1=C(C=NC=C1)F N-((6-(4,7-Diazaspiro[2.5]octan-7-yl)pyridin-2-yl)methyl)-5-(3-fluoropyridin-4-yl)-7H-pyrrolo[2,3-d]pyrimidin-4-amine